(S)-9-(2-chloro-4-((3-fluoropyridin-2-yl)oxy)benzoyl)-2-(methoxymethyl)-2-methyl-1,2,4,7-tetrahydro-3H-pyrrolo[3',2':5,6]pyrido[3,4-b]pyrazin-3-one ClC1=C(C(=O)C2=CNC3=C2C2=C(NC([C@](N2)(C)COC)=O)C=N3)C=CC(=C1)OC1=NC=CC=C1F